NC1=C(C(=O)O)C=CC(=C1)[C@@H](CCC)NC(=O)N1CC(NC[C@H](C1=O)CC1=C(C=CC(=C1)Cl)OC)=NOCC 2-amino-4-[(1R)-1-({[(6R)-6-(5-chloro-2-methoxybenzyl)-3-(ethoxyimino)-7-oxo-1,4-diazepan-1-yl]carbonyl}amino)butyl]benzoic acid